COC(C1=C(C=CC(=C1)F)[N+]#[C-])=O METHYL-2-ISOCYANO-5-FLUOROBENZOATE